FC(C1=NNC=C1C(=O)O)F 3-(difluoromethyl)-1H-pyrazole-4-carboxylic acid